(methoxymethyl)-4H-1,2,4-triazole COCC1=NN=CN1